3-[1,1-bis(1-ethyl-2-methylindol-3-yl)ethen-2-yl]-3-(4-diethylaminophenyl)phthalide C(C)N1C(=C(C2=CC=CC=C12)C(=CC1(OC(=O)C2=CC=CC=C12)C1=CC=C(C=C1)N(CC)CC)C1=C(N(C2=CC=CC=C12)CC)C)C